7-propyl-5,6,7,8-tetrahydroimidazo[1,2-a]pyridine-2-carboxamide C(CC)C1CC=2N(CC1)C=C(N2)C(=O)N